C(C)(C)(C)OC(=O)C=1C(=NN(C1)C=1NC2=C(N1)C=CC=C2)C(F)(F)F (4-t-Butoxycarbonyl-3-trifluoromethyl-1H-pyrazol-1-yl)benzimidazole